CC1(CC(C1)CO)OC1OCCCC1 trans-(3-Methyl-3-((tetrahydro-2H-pyran-2-yl)oxy)cyclobutyl)methanol